C(#N)C1=CC=CC2=C1O[C@H](CN2)[C@@H](C2=CC=CC=C2)NC[C@@H](C)C2=CC(=CS2)CC(=O)O |o1:21| 2-(5-((R or S)-1-(((R)-((R)-8-cyano-3,4-dihydro-2H-benzo[b][1,4]oxazin-2-yl)(phenyl)methyl)amino)propan-2-yl)thiophen-3-yl)acetic acid